ClC=1C=C2C(=NC1)N(C(N2)=O)C=2C=NC(=CC2)OC2=CC(=C(C=C2)C)OC 6-chloro-3-[6-(3-methoxy-4-methyl-phenoxy)-3-pyridinyl]-1H-imidazo[4,5-b]pyridin-2-one